nitrogen Dichloro(phenyl)methane ClC(C1=CC=CC=C1)Cl.[N]